C(N)(=O)C1=CC=C(C=C1)N1C=CC2=CC=C(C=C12)C1=NNC(=C1)NC(C1=CC=C(C=C1)NC1CCN(CC1)C)=O N-(3-(1-(4-carbamoylphenyl)-1H-indol-6-yl)-1H-pyrazol-5-yl)-4-((1-methylpiperidin-4-yl)amino)benzamide